tert-butyl 7-(5-aminopyrimidin-4-yl)-4,7-diazaspiro[2.5]octane-4-carboxylate NC=1C(=NC=NC1)N1CCN(C2(CC2)C1)C(=O)OC(C)(C)C